1-(3-(Benzo[d]thiazol-2-yl)-4,5,6,7-tetrahydrothieno[2,3-c]pyridin-2-yl)-3-(2-(isopropylamino)ethyl)urea S1C(=NC2=C1C=CC=C2)C2=C(SC=1CNCCC12)NC(=O)NCCNC(C)C